3-((3-(2-(diiso-propylamino)-ethyl)-1H-indol-4-yl)oxy)-3-oxo-propanoic acid C(C)(C)N(CCC1=CNC2=CC=CC(=C12)OC(CC(=O)O)=O)C(C)C